4,4-Dimethyl-2-(3-methylbicyclo[1.1.1]pentan-1-yl)cyclohex-1-ene-1-carbaldehyde CC1(CC(=C(CC1)C=O)C12CC(C1)(C2)C)C